COC1=CC=C(C=C1)C(OC[C@@]1(CN(C[C@]1(C)CO)C(CCCCCCCCC(=O)[O-])=O)C)(C1=CC=CC=C1)C1=CC=C(C=C1)OC.[Li+] Lithium racemic-(cis)-10-(3-((bis(4-methoxyphenyl)(phenyl)methoxy)methyl)-4-(hydroxymethyl)-3,4-dimethylpyrrolidin-1-yl)-10-oxodecanoate